(4-ethylphenyl)(methyl)sulfanilamide C(C)C1=CC=C(C=C1)C=1C(=C(S(=O)(=O)N)C=CC1N)C